[I-].ClC=1C=C2C(=CNC2=CC1)CC[NH+](C(C)C)C(C)C [2-(5-chloro-1H-indol-3-yl)ethyl]bis(propan-2-yl)azanium iodide